N1C=C(C2=CC=CC=C12)NC(=O)C1=CC2=C(SCC(N2)=O)C=C1 N-(1H-indol-3-yl)-3-oxo-3,4-dihydro-2H-benzo[b][1,4]thiazine-6-carboxamide